9H-fluoren-9-ylmethyl N-[(1S)-1-[[(1S)-1-[[4-(hydroxymethyl)phenyl]carbamoyl]-4-ureido-butyl]carbamoyl]-2-methyl-propyl]carbamate OCC1=CC=C(C=C1)NC(=O)[C@H](CCCNC(=O)N)NC(=O)[C@H](C(C)C)NC(OCC1C2=CC=CC=C2C=2C=CC=CC12)=O